4-{4-[4-(methylsulfonyl)phenoxy]piperidin-1-yl}-1-methyl-2-oxo-1,2-dihydroquinoline-3-carbonitrile CS(=O)(=O)C1=CC=C(OC2CCN(CC2)C2=C(C(N(C3=CC=CC=C23)C)=O)C#N)C=C1